NC1=NN2C(N=CC(=C2)C2=C(C=CC3=CC=CC=C23)C)=C1C#N 2-amino-6-(2-methylnaphthalen-1-yl)pyrazolo[1,5-a]pyrimidine-3-carbonitrile